selenocysteine (selenoacetate) C(C)(=[Se])O.N[C@@H](C[SeH])C(=O)O